cis-3-(((6-(1-Methyl-5-(((4-(pyridin-2-yl)pyrimidin-2-yl)amino)methyl)-1H-1,2,3-triazol-4-yl)pyridin-3-yl)oxy)methyl)cyclopentan CN1N=NC(=C1CNC1=NC=CC(=N1)C1=NC=CC=C1)C1=CC=C(C=N1)OCC1CCCC1